C(#N)C1=C(C=C(C=C1)CC(C(=O)N)(C)O)C(F)(F)F [4-cyano-3-(trifluoromethyl)phenyl]-2-hydroxy-2-methylpropanamide